C(CCCCCCCCCCCCCCCCCCCC)NC(=O)N n-heneicosyl-urea